(±)-tert-butyl (1R,2S,3S,5S)-3-((6-(4-chloro-5-fluoro-2-(methoxymethoxy)phenyl)pyridazin-3-yl)(methyl)amino)-2-fluoro-8-azabicyclo[3.2.1]octane-8-carboxylate ClC1=CC(=C(C=C1F)C1=CC=C(N=N1)N([C@@H]1[C@@H]([C@H]2CC[C@@H](C1)N2C(=O)OC(C)(C)C)F)C)OCOC |r|